Ethyl (S)-piperidine-3-carboxylate N1C[C@H](CCC1)C(=O)OCC